(1S,3S)-3-((6-(3-(((5-(Cyclobutylmethyl)-1,2,4-oxadiazol-3-yl)amino)methyl)-5-fluorothiophen-2-yl)-2-Methylpyridin-3-yl)oxy)cyclohexanecarboxylate C1(CCC1)CC1=NC(=NO1)NCC1=C(SC(=C1)F)C1=CC=C(C(=N1)C)O[C@@H]1C[C@H](CCC1)C(=O)[O-]